methyl 3-((2-bromoethyl)thio)-5-iodothiophene-2-carboxylate BrCCSC1=C(SC(=C1)I)C(=O)OC